2,4-biscitraconimidoethyltoluene C1(C(C)=CC(N1CCC1=C(C)C=CC(=C1)CCN1C(C(C)=CC1=O)=O)=O)=O